tert-Butyl-(3R,4S)-4-phenyl-N-[3-(phenylamino)phenyl]pyrrolidine-3-carboxamide C(C)(C)(C)N1C[C@@H]([C@H](C1)C1=CC=CC=C1)C(=O)NC1=CC(=CC=C1)NC1=CC=CC=C1